Cl[Si](C(C(C(F)(F)F)F)(F)F)(C)C chlorodimethyl-hexafluoropropyl-silane